C(C)(C)C=1C=2N(C=CC1)N=C(C2)[C@@H]2N(CCC1=C2N=CN1)C(=O)C=1OC(=NN1)C1=NN(C=C1)C(F)(F)F (R)-(4-(4-isopropylpyrazolo[1,5-a]pyridin-2-yl)-1,4,6,7-tetrahydro-5H-imidazo[4,5-c]pyridin-5-yl)(5-(1-(trifluoromethyl)-1H-pyrazol-3-yl)-1,3,4-oxadiazol-2-yl)methanone